6-[3-[(3,5-difluoro-2-pyridyl)amino]-7,8-dihydro-5H-1,6-naphthyridin-6-yl]-4,5-dimethyl-pyridazine-3-carbonitrile FC=1C(=NC=C(C1)F)NC=1C=NC=2CCN(CC2C1)C1=C(C(=C(N=N1)C#N)C)C